CC(CS(=O)(=O)OC1=C(O[C@](C1=O)([2H])C1=CC=C(C=C1)Cl)N)C (R)-2-amino-5-(4-chlorophenyl)-4-oxo-4,5-dihydrofuran-3-yl-5-d 2-methylpropane-1-sulfonate